2,2'-oxybis[5,5'-dimethyl-1,3,2-dioxaboronine] O(B1OC=CC=CC(CO1)(C)C)B1OC=CC=CC(CO1)(C)C